2-(7-((2S,5R)-4-(1-(5-cyclopropyl-4-fluoropyridin-2-yl)ethyl)-2,5-diethylpiperazin-1-yl)-4-methyl-5-oxo-4,5-dihydro-2H-pyrazolo[4,3-b]pyridin-2-yl)acetonitrile C1(CC1)C=1C(=CC(=NC1)C(C)N1C[C@@H](N(C[C@H]1CC)C=1C=2C(N(C(C1)=O)C)=CN(N2)CC#N)CC)F